1-(2-Hydroxyethyl)-3-(3-[3-[(4-methyl-1,2,4-triazol-3-yl)-methyl]-oxetan-3-yl]-phenyl)-5-(trifluoromethyl)-pyridin-2-one OCCN1C(C(=CC(=C1)C(F)(F)F)C1=CC(=CC=C1)C1(COC1)CC1=NN=CN1C)=O